CN(C1CCC(CC1)NC1=NC=2N(C(C(=NC2C=N1)C1=CC(=C(C=C1)NS(=O)(=O)CC12CCC(CC1)C2)F)=O)C(C)C)C N-[4-[2-[[4-(dimethyl-amino)cyclohexyl]-amino]-8-isopropyl-7-oxo-pteridin-6-yl]-2-fluoro-phenyl]-1-norbornan-1-yl-methanesulfonamide